[Ni]=S.[Au] gold-nickel sulfide